C(C)(=O)OCC(CC(CCCCCCCC=CCC=CCCCCC)O)O 1-Acetoxy-2,4-dihydroxyheneicosa-12,15-diene